CN1CCC(CC1)COC1=CC=2N(C=C1)C(=CN2)C2=CC(=NC=N2)NCC2=CC=C(C=C2)N2N=NC=C2 {6-[7-(1-methyl-piperidin-4-ylmethoxy)-imidazo[1,2-a]pyridin-3-yl]-pyrimidin-4-yl}-(4-[1,2,3]triazol-1-yl-benzyl)-amine